silicon (octamethyl-cyclotetrasiloxane) C[Si]1(O[Si](O[Si](O[Si](O1)(C)C)(C)C)(C)C)C.[Si]